(R)-7-((1-(4-(2-methoxyethyl)piperazin-1-yl)-1-oxopropan-2-yl)oxy)-4-(o-tolyl)isoquinolin-1(2H)-one COCCN1CCN(CC1)C([C@@H](C)OC1=CC=C2C(=CNC(C2=C1)=O)C1=C(C=CC=C1)C)=O